C(C=C)(=O)O.C(C=C)(=O)O.C(C=C)(=O)O.CC(COC(C)CO)O dipropylene glycol triacrylate